ClC1=CC=C(C=C1)C1=N[C@H](C=2N(C3=C1C(=C(S3)C)C)C(=NN2)C)CC(=O)NCCCCCCCNC=2C(=C(C(=O)NC=3SC(=C(N3)C)C)C=CC2)C (S)-3-((7-(2-(4-(4-chlorophenyl)-2,3,9-trimethyl-6H-thieno[3,2-f][1,2,4]triazolo[4,3-a][1,4]diazepin-6-yl)acetamido)heptyl)amino)-N-(4,5-dimethylthiazol-2-yl)-2-methylbenzamide